8-(4-phenoxyphenyl)-6-methoxy-3,4-dihydrobenzo[e][1,2,3]oxathiazine O(C1=CC=CC=C1)C1=CC=C(C=C1)C1=CC(=CC=2CNSOC21)OC